C(CCC\C=C\C)C(=O)O trans-5-heptenecarboxylic acid